FC1=CC(=C(N)C=C1)N1CCN(CC1)C(C)C 4-fluoro-2-[4-(propan-2-yl)piperazin-1-yl]aniline